1-[2-fluoro-4-(4-{[(3-fluorophenyl)methyl]carbamoyl}-1H-1,2,3-triazol-1-yl)butyl]-N-{[4-(trifluoromethyl)pyridin-2-yl]methyl}-1H-1,2,3-triazole-4-carboxamide FC(CN1N=NC(=C1)C(=O)NCC1=NC=CC(=C1)C(F)(F)F)CCN1N=NC(=C1)C(NCC1=CC(=CC=C1)F)=O